N-((1,2,3,5,6,7-hexahydro-s-indacen-4-yl)carbamoyl)-4-(2-hydroxypropan-2-yl)-5-methylfuran-2-sulfonamide C1CCC2=C(C=3CCCC3C=C12)NC(=O)NS(=O)(=O)C=1OC(=C(C1)C(C)(C)O)C